ClC=1C=CC2=C(N=C(S2)C2(CCN(CC2)C)C)C1 5-chloro-2-(1,4-dimethyl-4-piperidyl)-1,3-benzothiazole